(S)-1-(2-fluoro-3-methylbenzyl)-3,4-dimethyl-2-oxo-N-(2,4,6-trifluorobenzyl)-1,2,3,4-tetrahydro-quinazoline-7-carboxamide FC1=C(CN2C(N([C@H](C3=CC=C(C=C23)C(=O)NCC2=C(C=C(C=C2F)F)F)C)C)=O)C=CC=C1C